5-((6-(4-(8-bromoquinoxalin-2-yl)-1H-pyrazol-1-yl)-6-oxohexyl)amino)-2-(2,6-dioxopiperidin-3-yl)isoindoline-1,3-dione BrC=1C=CC=C2N=CC(=NC12)C=1C=NN(C1)C(CCCCCNC=1C=C2C(N(C(C2=CC1)=O)C1C(NC(CC1)=O)=O)=O)=O